N-benzyl-4-(m-tolyl)phthalazine-1-amine C(C1=CC=CC=C1)NC1=NN=C(C2=CC=CC=C12)C=1C=C(C=CC1)C